C(C)(C)(C)OC(=O)N1CC(=CC1)C1=NC=C(C(=N1)OCC)C(NC=1C=C(C=2N(C1)C=C(N2)C)F)=O 3-[4-ethoxy-5-(8-fluoro-2-methylimidazo[1,2-a]pyridin-6-ylcarbamoyl)-pyrimidin-2-yl]-2,5-dihydro-1H-pyrrole-1-carboxylic acid tert-butyl ester